4-[3-(methyl-sulfanyl)phenyl]-1-propylpyridin-1-ium iodide [I-].CSC=1C=C(C=CC1)C1=CC=[N+](C=C1)CCC